COC1=C(C(=NC=2N1N=C(C2C2=CC=CC=C2)C2=CC=CC=C2)NC2=NC=CC=C2)C2=CC=C(C=C2)OC 7-methoxy-6-(4-methoxyphenyl)-2,3-diphenyl-N-(pyridine-2-yl)pyrazolo[1,5-a]Pyrimidin-5-amine